5-amino-3-chloro-4-(prop-2-en-1-yl)-4H-1,2,4-triazole NC=1N(C(=NN1)Cl)CC=C